N-{4-[3-anilino-7-ethyl-4-oxo-4,5,6,7-tetrahydro-1H-pyrrolo[3,2-c]pyridin-2-yl]pyridin-2-yl}-2-(4-fluorophenyl)acetamide N(C1=CC=CC=C1)C1=C(NC2=C1C(NCC2CC)=O)C2=CC(=NC=C2)NC(CC2=CC=C(C=C2)F)=O